BrC=1C=NC2=CC(=NC=C2C1)N(C)CC1=CC=C(C=C1)OC 3-bromo-N-(4-methoxybenzyl)-N-methyl-1,6-naphthyridin-7-amine